N-(4-bromobenzo[d]thiazol-2-yl)-2,6-difluoro-4-(3-(hydroxymethyl)piperazin-1-yl)benzamide BrC1=CC=CC2=C1N=C(S2)NC(C2=C(C=C(C=C2F)N2CC(NCC2)CO)F)=O